FC(SC1=CC=C(N)C=C1)(F)F 4-(trifluoromethylthio)aniline